(2R,3R,4S,5R)-6-(4-chloro-3-(4-ethoxybenzyl)phenyl)-6-oxohexane ClC1=C(C=C(C=C1)C(CCCCC)=O)CC1=CC=C(C=C1)OCC